BrC1=CC=C2C(=CNC2=C1)C(=O)NCC1=CC(=C(C=C1)F)F 6-bromo-N-[(3,4-difluorophenyl)methyl]-1H-indole-3-carboxamide